COC(CC1=NC(=NC(=C1[N+](=O)[O-])N(CC1=C(C=C(C=C1)OC)OC)CC1=C(C=C(C=C1)OC)OC)OCCCC)=O 2-(6-(Bis(2,4-dimethoxybenzyl)amino)-2-butoxy-5-nitropyrimidin-4-yl)acetic acid methyl ester